quinazolin-7-ol N1=CN=CC2=CC=C(C=C12)O